C(C)(=O)N1CCCC2=CC=C(C=C12)N1C(C2=CC(=C(C=C2C(=C1)C(=O)N1CCCCC1)OC)OC)=O 2-(1-acetyl-1,2,3,4-tetrahydroquinolin-7-yl)-6,7-dimethoxy-4-(piperidine-1-carbonyl)isoquinolin-1(2H)-one